C(CC)[N+](CC(CO)O)(C)C propyl-N,N-dimethyl-N-(2,3-dihydroxypropyl)-ammonium